BrCC=1C(N(C(N(C1)CC(=O)[O-])=O)[C@@H](COC)C)=O [5-bromo Methyl-3-((R)-2-methoxy-1-methyl-ethyl)-2,4-dioxo-3,4-dihydro-2H-pyrimidin-1-yl]-acetate